(R)-N-(2-aminoethyl)-4-(2-(4-(3,10-dibromo-8-chloro-6,11-dihydro-5H-benzo[5,6]cyclohepta[1,2-b]pyridin-11-yl)piperidin-1-yl)-2-oxoethyl)piperidine-1-carboxamide NCCNC(=O)N1CCC(CC1)CC(=O)N1CCC(CC1)[C@@H]1C2=C(CCC=3C1=NC=C(C3)Br)C=C(C=C2Br)Cl